oxalic acid monogeranyl ester C(\C=C(/C)\CCC=C(C)C)OC(C(=O)O)=O